2-(7-((2S,5R)-4-(1-(2,3-dimethylpyrazolo[1,5-a]pyrimidin-5-yl)ethyl)-2,5-diethylpiperazin-1-yl)-4-methyl-5-oxo-4,5-dihydro-2H-pyrazolo[4,3-b]pyridin-2-yl)acetonitrile CC1=NN2C(N=C(C=C2)C(C)N2C[C@@H](N(C[C@H]2CC)C=2C=3C(N(C(C2)=O)C)=CN(N3)CC#N)CC)=C1C